BrC1=CC2=NC=C3C(=C2S1)N(C(=N3)N3CCC(CC3)O)C 1-(7-bromo-1-methyl-1H-imidazo[4,5-d]thieno[3,2-b]pyridin-2-yl)piperidin-4-ol